2,5-dichloro-N-(2,4-difluoro-3-((2-((3-hydroxypropyl)amino)pyrimidin-5-yl)ethynyl)phenyl)benzenesulfonamide TFA salt OC(=O)C(F)(F)F.ClC1=C(C=C(C=C1)Cl)S(=O)(=O)NC1=C(C(=C(C=C1)F)C#CC=1C=NC(=NC1)NCCCO)F